6-(5-(((1s,2s,3r,5r)-2-fluoro-1-methyl-9-azabicyclo[3.3.1]non-3-yl)(methyl)amino)pyrazin-2-yl)isoquinolin-7-ol F[C@@H]1[C@@]2(CCC[C@H](C[C@H]1N(C=1N=CC(=NC1)C=1C=C3C=CN=CC3=CC1O)C)N2)C